(E)-ethyl 2-(2-((5-(3-(aminomethyl)phenyl)-7-(2-cyclopropylvinyl)benzofuran-3-yl)methoxy)phenyl)acetate NCC=1C=C(C=CC1)C=1C=C(C2=C(C(=CO2)COC2=C(C=CC=C2)CC(=O)OCC)C1)\C=C\C1CC1